FC1=C2C(=CN=C1N1[C@@H](CN(CC1)C1CCOCC1)C)NC(=C2C(C)C)C=2C=C(C=1N(C2)N=CN1)OC (R)-6-(4-fluoro-3-isopropyl-5-(2-methyl-4-(tetrahydro-2H-pyran-4-yl)piperazin-1-yl)-1H-pyrrolo[2,3-c]pyridin-2-yl)-8-methoxy-[1,2,4]triazolo[1,5-a]pyridine